tert-butyl (1S,4S)-5-[4-[3-chloro-4-(2,2,2-trifluoroethoxy)anilino]pyrido[3,2-d]pyrimidin-6-yl]-2,5-diazabicyclo[2.2.1]heptane-2-carboxylate ClC=1C=C(NC=2C3=C(N=CN2)C=CC(=N3)N3[C@@H]2CN([C@H](C3)C2)C(=O)OC(C)(C)C)C=CC1OCC(F)(F)F